BrC1=NC(=C(C#N)C=C1F)C 6-bromo-5-fluoro-2-methylnicotinonitrile